NC1=CC(=C(OC2=C(C(=NC=C2)N)C#CCN2CCN(CC2)C)C=C1)F 4-(4-amino-2-fluorophenoxy)-3-(3-(4-methylpiperazin-1-yl)prop-1-ynyl)pyridin-2-amine